C1(CCCC1)N1C(C=NC=2C(NC(NC12)(N)NN)=O)=O 8-cyclopentyl-2-hydrazino-7-oxo-7,8-dihydropterin